((S)-1-(5-cyanopyridin-2-yl)pyrrolidin-3-yl)-4-(5-(5-fluoro-2-methoxypyridin-4-yl)-1H-pyrazole-3-carbonyl)-4-azaspiro[2.5]octane-7-carboxamide C(#N)C=1C=CC(=NC1)N1C[C@@H](CC1)C1CC12N(CCC(C2)C(=O)N)C(=O)C2=NNC(=C2)C2=CC(=NC=C2F)OC